N-[(5-chlorothiophen-2-yl)methyl]-3-[1-(1,2,4-oxadiazol-5-ylmethyl)piperidin-4-yl]-1H-pyrazol-5-amine ClC1=CC=C(S1)CNC1=CC(=NN1)C1CCN(CC1)CC1=NC=NO1